[Ca+2].[O-][O-].[Na+] sodium dioxide calcium